{6-[(diethylamino)methyl]naphthalen-2-yl}methyl [4-(hydroxycarbamoyl)phenyl]carbamate ONC(=O)C1=CC=C(C=C1)NC(OCC1=CC2=CC=C(C=C2C=C1)CN(CC)CC)=O